N1N=CC(=C1)C=1C=CC(=C(C1)O)C=1N=NC(=CC1)C=C1CC(NC(C1)(C)C)(C)C 5-(1H-pyrazol-4-yl)-2-(6-((2,2,6,6-tetra-methylpiperidin-4-ylidene)methyl)-pyridazin-3-yl)phenol